O1C(C1)=CN1CC2=CC=CC=C2CC1 (R)-2-(oxiranyl-2-ylmethyl)-1,2,3,4-tetrahydroisoquinoline